2-amino-4,4-difluorobutyric acid NC(C(=O)O)CC(F)F